C(C)(C)(C)N(C(O)=O)C1CCC(CC1)NC(=O)C=1N(C2=CC(=CC=C2C1)C(NCC)=N)CC1=CC2=CC=CC=C2C=C1.ClCCOC1OC=CC=C1 2-(2-chloroethoxy)pyran Tert-butyl-((1r,4r)-4-(6-(N-ethylcarbamimidoyl)-1-(naphthalen-2-ylmethyl)-1H-indole-2-carboxamido)cyclohexyl)carbamate